1-methyl-2,5-phenylene diisocyanate CC1=C(C=CC(=C1)N=C=O)N=C=O